C(C)OCCOC(CC#N)=O ethoxyethyl-2-cyanoacetate